(S)-Cyanomethyl 4-(ethylthio)-4-oxo-2-(pent-4-enamido)butanoate C(C)SC(C[C@@H](C(=O)OCC#N)NC(CCC=C)=O)=O